C(C)(CC)C1C(NC2=C(CN1C(=O)NC1CCN(CC1)CCO)C=C(C=C2)F)=O 3-(sec-butyl)-7-fluoro-N-(1-(2-hydroxyethyl)piperidin-4-yl)-2-oxo-1,2,3,5-tetrahydro-4H-benzo[1,4]diazepine-4-carboxamide